ClC1=CC=C(C=C1)C1(CCC1)C#N 1-(4-chlorophenyl)cyclobutane-1-carbonitrile